3-(2-fluoro-3-(trifluoromethyl)phenyl)propanoate FC1=C(C=CC=C1C(F)(F)F)CCC(=O)[O-]